NC1=C2N=CN(C2=NC(=N1)F)[C@H]1C[C@@H]([C@@](O1)(C#C)COP(=O)(OC1=CC=CC=C1)N[C@@H](CC1=CC=CC=C1)C(=O)OC(CCCCCCC)CCCCCCC)O pentadecan-8-yl ((((2R,3S,5R)-5-(6-amino-2-fluoro-9H-purin-9-yl)-2-ethynyl-3-hydroxytetrahydro-furan-2-yl)methoxy)(phenoxy)phosphoryl)-L-phenylalaninate